FC=1C=C(C=CC1[Si](C)(C)C)NC([C@@H](C1=CC=C(C=C1)COC)NC(CC1=CC(=NO1)O)=O)=O (2R)-N-(3-fluoro-4-(trimethylsilyl)phenyl)-2-(((3-hydroxy-1,2-oxazol-5-yl)acetyl)amino)-2-(4-(methoxymethyl)phenyl)acetamide